S1C2=C(C=C1C(=O)N)CCCCC2 5,6,7,8-tetrahydro-4H-cyclohepta[b]thiophene-2-carboxamide